3-(2-bromo-4-fluorobenzylidene)-5-(3-pyridinyl)-N-methyl-4-piperidone BrC1=C(C=C2CN(CC(C2=O)C=2C=NC=CC2)C)C=CC(=C1)F